2-(2,6-dioxopiperidin-3-yl)-5-((3-(cis-3-(4-(6-(piperidin-4-yl)quinoxalin-2-yl)-1H-pyrazol-1-yl)cyclobutyl)propyl)amino)isoindoline-1,3-dione O=C1NC(CCC1N1C(C2=CC=C(C=C2C1=O)NCCC[C@@H]1C[C@@H](C1)N1N=CC(=C1)C1=NC2=CC=C(C=C2N=C1)C1CCNCC1)=O)=O